(S)-(3-aminopiperidin-1-yl) (cyclopropyl) ketone C1(CC1)C(=O)N1C[C@H](CCC1)N